propoxyacetic acid C(CC)OCC(=O)O